7,7-dimethyl-5,7-dihydroindeno[2,1-b]carbazole CC1(C2=CC=CC=C2C=2C1=CC=1NC3=CC=CC=C3C1C2)C